S(=O)(=O)([O-])[O-].CC[N+](C)(C)CCCNC(CCCCCCCCCCC)=O.CC[N+](CCCNC(CCCCCCCCCCC)=O)(C)C methyl-(3-lauramidopropyl)trimethylammonium sulfate salt